ClC1=C(C=CC=C1)CCNC(CC1N(C(CC1)=O)CC1=CC=C(C=C1)C)=O N-[2-(2-chlorophenyl)ethyl]-2-[1-[(4-methylphenyl)methyl]-5-oxopyrrolidin-2-yl]acetamide